2-(2-((S)-1-(2,3-Difluorobenzyl)-5-oxopyrrolidin-2-yl)acetamido)-N-(2-methoxyethyl)-3-methylbutanamide FC1=C(CN2[C@@H](CCC2=O)CC(=O)NC(C(=O)NCCOC)C(C)C)C=CC=C1F